C(C)(=O)[O-].C(CCCCCCCC)[NH+]1CC(CC1)CC 1-nonyl-3-ethylpyrrolidinium acetate